Ethyltri-n-butoxysilane C(C)[Si](OCCCC)(OCCCC)OCCCC